C(=O)O.C(C)OC1=NC=CC=C1C1=NC=2CN(C(C3(CCN(CC3)C=3C(=NC(=CC3)OC)C(F)(F)F)C2C=C1)=O)[C@H]1CNCC1 2-(2-ethoxypyridin-3-yl)-1'-[6-methoxy-2-(trifluoromethyl)pyridin-3-yl]-7-[(3R)-pyrrolidin-3-yl]spiro[8H-1,7-naphthyridine-5,4'-piperidine]-6-one formate salt